methyl-[2,2'-bipyridine] CC=1C(=NC=CC1)C1=NC=CC=C1